CC1=NN(C(=C1)NC1=CC=CC=C1)C1=NC(=C(C(N1)=O)C)C (3-methyl-5-phenylamino-1H-pyrazol-1-yl)-5,6-dimethyl-4(3H)pyrimidinone